CC=1NC=2CCCC(C2CC1C(=O)O)=O.OC1=CC=C(C=C1)C(C)(C)C1=CC=CC=C1 4-[1-[4-hydroxyphenyl]-1-methylethyl]benzene 2-methyl-5-oxo-1,4,5,6,7,8-hexahydro-3-quinolinecarboxylate